FC1=C(C(=O)N(C=2N=CC=C3C2SC(=C3)C3=CC=NC=C3)[C@H]3CNCCC3)C=CC(=C1)N1N=NC=3C1=NC=CC3 2-fluoro-N-[(3R)-3-piperidyl]-N-[2-(4-pyridyl)thieno[2,3-c]pyridin-7-yl]-4-(triazolo[4,5-b]pyridin-3-yl)benzamide